methoxynaphthalenyl-trichlorosilane COC1=C(C2=CC=CC=C2C=C1)[Si](Cl)(Cl)Cl